N-[(2-Amino-3-pyridyl)sulfonyl]-6-(4-chlorophenyl)-2-[(4S)-2,2,4-trimethylpyrrolidin-1-yl]pyridin-3-carboxamid NC1=NC=CC=C1S(=O)(=O)NC(=O)C=1C(=NC(=CC1)C1=CC=C(C=C1)Cl)N1C(C[C@@H](C1)C)(C)C